p-methoxyphenyl p-methyloxybenzyl ether COC1=CC=C(COC2=CC=C(C=C2)OC)C=C1